[P+3].C(C)(C)[N-]C(C)C.C(C)(C)[N-]C(C)C.C(C)(C)[N-]C(C)C diisopropylamide phosphorus